C(C)OC(=O)C1=C(N(C(C=2C=C(C(=NC12)NC1=NC=C(C=C1)C)C)=O)C1=C(C(=CC=C1C)O)C)N 7-Amino-6-(3-hydroxy-2,6-dimethylphenyl)-3-methyl-2-((5-methylpyridin-2-yl)amino)-5-oxo-5,6-dihydro-1,6-naphthyridine-8-carboxylic acid ethyl ester